7-(3,4-dimethylbenzyl)-2-oxa-7-azaspiro[4.4]nonan-6-one CC=1C=C(CN2C(C3(CCOC3)CC2)=O)C=CC1C